P(=O)(OCC(COC(CCCCCCCCCCC1(N=N1)CCCC)=O)OC(CCCCCCCCCCC1(N=N1)CCCC)=O)(OCC[N+](C)(C)C)[O-] 2,3-bis((11-(3-butyl-3H-diazirin-3-yl)undecanoyl)oxy)propyl (2-(trimethylammonio)ethyl) phosphate